CC1=NC=2C(=CC=C(C2C=C1)C#N)OC1=CC=C(C=C1)C(F)(F)F 2-methyl-8-{4-(trifluoromethyl)phenoxy}quinoline-5-carbonitrile